4-fluoro-1-(3-methoxy-1-methyl-1H-pyrazole-4-carbonyl)-N-{phenyl-[4-(prop-2-yl)phenyl]methyl}pyrrolidine-2-carboxamide FC1CC(N(C1)C(=O)C=1C(=NN(C1)C)OC)C(=O)NC(C1=CC=C(C=C1)C(C)C)C1=CC=CC=C1